[S-2].[S-2].[Nb+5].[Cu+2] Copper niobium disulfide